6-(2-ethynyl-1-methyl-1H-benzo[d]imidazol-6-yl)-5-(3-fluoro-4-((4-methylpyrimidin-2-yl)oxy)phenyl)-7-methyl-7H-pyrrolo[2,3-d]pyrimidin-4-amine C(#C)C1=NC2=C(N1C)C=C(C=C2)C2=C(C1=C(N=CN=C1N)N2C)C2=CC(=C(C=C2)OC2=NC=CC(=N2)C)F